[1-(5-fluoro-1H-indol-3-yl)propan-2-yl](methyl)amine FC=1C=C2C(=CNC2=CC1)CC(C)NC